Lithium 5-(8-(3,5-diethyl-7-methyl-6-oxo-5,6,7,8-tetrahydroimidazo[1,5-a]pyrazin-1-yl)isoquinolin-3-yl)picolinate C(C)C1=NC(=C2N1C(C(N(C2)C)=O)CC)C=2C=CC=C1C=C(N=CC21)C=2C=CC(=NC2)C(=O)[O-].[Li+]